3,4-dihydroisoquinoline-2(1H)-carboxylic acid phenyl ester C1(=CC=CC=C1)OC(=O)N1CC2=CC=CC=C2CC1